2-[4-Amino-1-(oxan-4-ylmethyl)-1H-pyrazolo[3,4-d]pyrimidin-3-yl]-3-chloro-N-cyclopropyl-1H-indole-6-carboxamide NC1=C2C(=NC=N1)N(N=C2C=2NC1=CC(=CC=C1C2Cl)C(=O)NC2CC2)CC2CCOCC2